OCC1=CC(CC(C1)C)=O 3-hydroxymethyl-5-methylcyclohexenone